tert-butyl (S)-2-(1-((tert-butoxycarbonyl)amino)but-3-en-1-yl)-4-(4-fluorophenyl)-1H-imidazole-1-carboxylate C(C)(C)(C)OC(=O)N[C@@H](CC=C)C=1N(C=C(N1)C1=CC=C(C=C1)F)C(=O)OC(C)(C)C